BrC=1C=CC2=C(OCCN2)C1 7-Bromo-3,4-dihydro-2H-benzo[b][1,4]oxazine